5-(((tert-butoxycarbonyl)(methyl)amino)methyl)-6-methoxynicotinic acid C(C)(C)(C)OC(=O)N(C)CC=1C(=NC=C(C(=O)O)C1)OC